[W].[Na].[Ba] barium sodium tungsten